5-(1-(3-(6-fluoropyridin-3-yl)-6-methylpyrazin-2-yl)piperidin-4-yl)-4-methyl-4H-1,2,4-triazol-3-amine FC1=CC=C(C=N1)C=1C(=NC(=CN1)C)N1CCC(CC1)C=1N(C(=NN1)N)C